1,9-Decadien C=CCCCCCCC=C